C(CCCCCCCCCCCCCC)C=1C=C(C=CC1)O 3-pentadecylphenol